ClC1=C(OC(C(=O)[O-])CC)C=CC(=C1)Cl.[Na+] sodium 2,4-dichlorophenoxybutyrate